CN(C=1C=C(C=CC1)CN1CC(N(C(C1)C)C(C(C)C)=O)C(=O)NCC1=CC=C(C=C1)C=1OC=CC1)C 4-{[3-(dimethylamino)phenyl]methyl}-N-{[4-(furan-2-yl)phenyl]methyl}-6-methyl-1-(2-methylpropanoyl)piperazine-2-carboxamide